(S)-2-(2-(dimethylamino)phenyl)pyrrolidine-1-carboxylic acid benzyl ester C(C1=CC=CC=C1)OC(=O)N1[C@@H](CCC1)C1=C(C=CC=C1)N(C)C